C(C1=CC(O)=C(O)C(O)=C1)(=O)OC1=C(C(=C(C(=C1F)F)C1=C(C(=C(C(=C1F)F)OC)F)F)F)F (4'-(methoxy) octafluorobiphenyl-4-yl) gallate